N1(CCNCC1)C1=CC=C(C=N1)C1=NC=CC(=C1)C1=CC=2C(NCC3(C2N1)CC3)=O 2'-(6'-(Piperazin-1-yl)-[2,3'-bipyridin]-4-yl)-5',6'-dihydrospiro[cyclopropane-1,7'-pyrrolo[3,2-c]pyridin]-4'(1'H)-one